C1N(CCC2=CC=CC=C12)[C@H]1[C@@H](CN(CC1)C(=O)C1=NC=NC(=C1)NC1CCNCC1)O (trans-4-(3,4-dihydroisoquinolin-2(1H)-yl)-3-hydroxypiperidin-1-yl)(6-(piperidin-4-ylamino)pyrimidin-4-yl)methanone